4-(((3-(hydroxymethyl)-5-(4-methyl-1-oxo-1,3-dihydroisobenzofuran-5-yl)piperazin-1-yl)methyl)-1H-pyrazol-1-yl)-4-methoxynicotinonitrile OCC1CN(CC(N1)C=1C(=C2COC(C2=CC1)=O)C)CC1=NN(C=C1)C1(C=CN=CC1C#N)OC